FC(C(=O)O)(F)F.N(N)C(=O)N1CCN(CC1)C(COCCOCCNC(OCC1C2=CC=CC=C2C=2C=CC=CC12)=O)=O (9H-fluoren-9-yl)methyl N-[2-(2-{2-[4-(hydrazinecarbonyl)piperazin-1-yl]-2-oxoethoxy}ethoxy)ethyl]carbamate 2,2,2-trifluoroacetate